1,5-dibutyl 2-(5-[4-[4-(benzyloxy)-4-oxobutyl]piperidin-1-yl]-3-methyl-2-oxo-1,3-benzodiazol-1-yl)pentanedioate C(C1=CC=CC=C1)OC(CCCC1CCN(CC1)C1=CC2=C(N(C(N2C)=O)C(C(=O)OCCCC)CCC(=O)OCCCC)C=C1)=O